(Racemic)-cis-2-(4-Fluorophenyl)-6,7-dimethyl-6,7-dihydro-4H-pyrazolo[5,1-c][1,4]oxazine FC1=CC=C(C=C1)C1=NN2C(CO[C@H]([C@H]2C)C)=C1 |r|